C(CCCCCCC)C=1C(N=NN1)=O octyl-triazolone